[(3R)-1-methylpyrrolidin-3-yl] 2-[5-[[4-[[2-(6-methyl-2-pyridyl)pyrimidin-4-yl]amino]pyrimidin-2-yl]amino]-2-piperazin-1-yl-phenyl]acetate CC1=CC=CC(=N1)C1=NC=CC(=N1)NC1=NC(=NC=C1)NC=1C=CC(=C(C1)CC(=O)O[C@H]1CN(CC1)C)N1CCNCC1